C1N[C@@H](CC2=CC=CC=C12)CO (3S)-1,2,3,4-tetrahydroisoquinolin-3-yl-methanol